ethyl (2r,4s)-2-[4-(1-methyl-1H-pyrazol-5-yl)piperidin-1-yl]-6-azaspiro[3.4]octane-6-carboxylate, hydrochloride Cl.CN1N=CC=C1C1CCN(CC1)C1CC2(C1)CN(CC2)C(=O)OCC